CS(=O)(=O)C1=CC=C(C=C1)B(O)O 4-(methanesulfonyl)phenylboronic acid